CN(C(OC1=C(C=C2C(=C(C(OC2=C1)=O)CC1=C(C(=NC=C1)NS(NC)(=O)=O)F)CBr)Cl)=O)C 4-(bromomethyl)-6-chloro-3-((3-fluoro-2-((N-methylsulfamoyl) amino) pyridin-4-yl) methyl)-2-oxo-2H-chromen-7-yl dimethylcarbamate